(trans-3-(3-cyclopropyl-4-(1-methyl-1H-pyrazolo[4,3-c]pyridin-6-yl)-1H-pyrazol-1-yl)cyclobutyl)methyl 4-methylbenzenesulfonate CC1=CC=C(C=C1)S(=O)(=O)OC[C@@H]1C[C@H](C1)N1N=C(C(=C1)C1=CC2=C(C=N1)C=NN2C)C2CC2